4-(difluoromethyl)-N-(4-fluoro-5-(2,3,6,7-tetrahydro-1H-azepin-4-yl)-2-((3S,5R)-3,4,5-trimethylpiperazin-1-yl)phenyl)-6-oxo-1,6-dihydropyridine-3-carboxamide FC(C=1C(=CNC(C1)=O)C(=O)NC1=C(C=C(C(=C1)C=1CCNCCC1)F)N1C[C@@H](N([C@@H](C1)C)C)C)F